N-[4-(3-cyanophenyl)-5-(2,6-dimethyl-4-pyridinyl)thiazol-2-yl]-2,2-dioxo-2λ{6}-thia-6-azaspiro[3.3]heptane-6-carboxamide C(#N)C=1C=C(C=CC1)C=1N=C(SC1C1=CC(=NC(=C1)C)C)NC(=O)N1CC2(CS(C2)(=O)=O)C1